tert-butyl 4-[1-(2,6-dioxo-3-piperidyl)-2-oxo-benzo[cd]indol-6-yl]-3,6-dihydro-2H-pyridine-1-carboxylate O=C1NC(CCC1N1C(C2=C3C(C(=CC=C13)C=1CCN(CC1)C(=O)OC(C)(C)C)=CC=C2)=O)=O